ClC=1C(=NC=CC1)N1N=C(C=C1C(=O)NC=1C(=CC=2N(C1C(=O)NCCSC)N=CC2)C)OCC(F)(F)F 6-(1-(3-Chloropyridin-2-yl)-3-(2,2,2-trifluoroethoxy)-1H-pyrazol-5-carboxamido)-5-methyl-N-(2-(methylthio)ethyl)pyrazolo[1,5-a]pyridin-7-carboxamid